C(C)C=1C=2N(C=C(N1)C)N=C(C2)C=2N=C1N(C(C2)=O)C=C(C=C1C)N1C[C@@H](NCC1)C 2-(4-ethyl-6-methylpyrazolo[1,5-a]pyrazin-2-yl)-9-methyl-7-[(3S)-3-methylpiperazin-1-yl]-4H-pyrido[1,2-a]pyrimidin-4-one